beta-ureidoisobutyric acid N(C(=O)N)CC(C(=O)O)C